C1(=CC=CC=C1)C=1N=CN=NC1C1=CC=CC=C1 5,6-diphenyl-1,2,4-triazin